amino-3-2-nitrophenyl-propionic acid NC(C(=O)O)CC1=C(C=CC=C1)[N+](=O)[O-]